2-(2-methylpyridin-4-yl)-1H-indole CC1=NC=CC(=C1)C=1NC2=CC=CC=C2C1